4-(3,8-diazabicyclo[3.2.1]oct-3-yl)-2-(2-methoxypyridin-4-yl)-1H-pyrrolo[2,3-b]pyridine hydrochloride Cl.C12CN(CC(CC1)N2)C2=C1C(=NC=C2)NC(=C1)C1=CC(=NC=C1)OC